tert-butyl (2-fluoro-4-((3-morpholinoazetidin-1-yl)methyl)benzyl)carbamate FC1=C(CNC(OC(C)(C)C)=O)C=CC(=C1)CN1CC(C1)N1CCOCC1